C1(CC1)NC(C([C@H](C[C@H]1C(NCC1)=O)NC([C@H](CC(C)C)NC(OCC(C)(C)C1=CC(=CC=C1)Cl)=O)=O)=O)=O 2-(3-Chlorophenyl)-2-methylpropyl ((S)-1-(((S)-4-(cyclopropylamino)-3,4-dioxo-1-((S)-2-oxopyrrolidin-3-yl)butan-2-yl)amino)-4-methyl-1-oxopentan-2-yl)carbamate